Tert-butyl ((4-(6,7-dimethoxy-2-(trifluoromethyl)quinazolin-4-yl)-1,4-diazepan-1-yl)sulfonyl)carbamate COC=1C=C2C(=NC(=NC2=CC1OC)C(F)(F)F)N1CCN(CCC1)S(=O)(=O)NC(OC(C)(C)C)=O